3-(3-methyl-1-((2-(trimethylsilyl)ethoxy)methyl)-1H-indazol-5-yl)-2-oxo-2,3-dihydro-1H-benzo[d]imidazole-1-carboxylic acid tert-butyl ester C(C)(C)(C)OC(=O)N1C(N(C2=C1C=CC=C2)C=2C=C1C(=NN(C1=CC2)COCC[Si](C)(C)C)C)=O